ClC=1C=NC2=CC=C(C=C2C1N1C[C@H]([C@H](CC1)NC(OCCCC)=O)O)C1=C(C(=CC=C1)F)C=O butyl N-[cis-1-[3-chloro-6-(3-fluoro-2-formylphenyl)quinolin-4-yl]-3-hydroxypiperidin-4-yl]carbamate